CN1C=CC=C1C=1C(=NC=NC1C)C methyl-5-(4,6-dimethylpyrimidin-5-yl)-1H-pyrrole